N[C@H](CC1=C(C=2N=NC=C(C2S1)NCC=1SC=CC1)C)CSC 6-[(2R)-2-amino-3-(methylsulfanyl)propyl]-7-methyl-N-(thiophen-2-ylmethyl)thieno[3,2-c]pyridazin-4-amine